C(C)(C)(C)OC(=O)N[C@@H]1[C@H](CC(=CC1)C1=CC(=CC=C1)C)C(=O)O (3S,4S)-4-((tert-Butoxycarbonyl)amino)-3'-methyl-2,3,4,5-tetrahydro-[1,1'-biphenyl]-3-carboxylic Acid